N[C@H](C(=O)O)CC(=O)C1=C(C=CC=C1)N (S)-2-amino-4-(2-aminophenyl)-4-oxo-butyric acid